((S)-1-(5-(((S)-1-cyclopropylethyl)carbamoyl)-2-methoxy-2'-(trifluoromethyl)-[3,4'-bipyridin]-4-yl)-3-methylpyrrolidin-3-yl)carbamic acid tert-butyl ester C(C)(C)(C)OC(N[C@@]1(CN(CC1)C1=C(C(=NC=C1C(N[C@@H](C)C1CC1)=O)OC)C1=CC(=NC=C1)C(F)(F)F)C)=O